5-[(2R)-2-amino-3-methoxypropoxy]-2,6-dichloro-N-[2-(1H-indol-3-yl)ethyl]pyrimidin-4-amine N[C@@H](COC=1C(=NC(=NC1Cl)Cl)NCCC1=CNC2=CC=CC=C12)COC